BrCCOCCOCCOCCOCCOCCOCCOCCOCCNC(OC(C)(C)C)=O tert-butyl N-[2-[2-[2-[2-[2-[2-[2-[2-(2-bromoethoxy) ethoxy]ethoxy]ethoxy] ethoxy]ethoxy]ethoxy]ethoxy]ethyl]carbamate